2-(4-fluorophenyl)-1H-indole FC1=CC=C(C=C1)C=1NC2=CC=CC=C2C1